N-[7-(2-Fluoro-6-methyl-phenyl)-5-[(1-methyl-4-piperidyl)amino]-3-isoquinolyl]acetamide FC1=C(C(=CC=C1)C)C1=CC(=C2C=C(N=CC2=C1)NC(C)=O)NC1CCN(CC1)C